FC1=CC=C(C(=O)NCC)C=C1 4-fluoro-N-ethylbenzamide